C1(CCCC1)[C@@]1(OC1)C1=CC=CC=C1 (R)-2-cyclopentyl-2-phenyl-oxirane